C(C1=CC=CC=C1)OC1=C2C(=C(N(C2=CC=C1)C1=CC=C(C=C1)F)C1CN(CCC1)S(=O)(=O)C)C1=CC=C(C(=O)OC)C=C1 methyl 4-[4-benzyloxy-1-(4-fluorophenyl)-2-(1-methylsulfonyl-3-piperidyl)indol-3-yl]benzoate